O1C=NC(=C1)O oxazol-4-ol